1-(Allyloxy)-2-methyl-1-oxopropan-2-yl 5-(2,6-dioxo-4-(trifluoromethyl)-3,6-dihydropyrimidin-1(2H)-yl)-4-fluoro-2-Iodobenzoate O=C1N(C(C=C(N1)C(F)(F)F)=O)C=1C(=CC(=C(C(=O)OC(C(=O)OCC=C)(C)C)C1)I)F